(S)-(1-(2-(2-((5-(1-methyl-1H-pyrazol-4-yl)-1H-[1,2,3]triazolo[4,5-b]pyrazin-1-yl)methyl)morpholino)pyrimidin-5-yl)azetidin-3-yl)methanol CN1N=CC(=C1)C=1N=C2C(=NC1)N(N=N2)C[C@H]2OCCN(C2)C2=NC=C(C=N2)N2CC(C2)CO